FC(C(=O)O)(F)F.O=C1NC(CC[C@H]1NC1=CC=C(C=C1)C1CCN(CC1)CC(=O)O)=O 2-[4-[4-[[(3R)-2,6-dioxo-3-piperidyl]amino]phenyl]-1-piperidyl]acetic acid trifluoroacetic acid salt